C(C)N(C(=O)C1C2C=CC(C1)C2=O)CC 5-diethylaminocarbonyl-7-oxo-bicyclo[2.2.1]Hept-2-ene